CC12CC(CC(C=C1)(N2C(=O)OC)C)=O methyl 1,5-dimethyl-3-oxo-8-azabicyclo[3.2.1]oct-6-ene-8-carboxylate